CC([C@@H](C(=O)N1[C@@H]([C@H]2C([C@H]2C1)(C)C)C(=O)N[C@@H](C[C@H]1C(NCC1)=O)C#CC1=CC=CC=C1)NC(C(F)(F)F)=O)(C)C (1R,2S,5S)-3-((S)-3,3-Dimethyl-2-(2,2,2-trifluoroacetamido)butanoyl)-6,6-dimethyl-N-((S)-1-((S)-2-oxopyrrolidin-3-yl)-4-phenylbut-3-yn-2-yl)-3-azabicyclo[3.1.0]hexane-2-carboxamide